(3-azido-5,5,5-trifluoropentyl)oxytert-butyldimethylsilane tert-butyl-4-(2-((4-(trifluoromethoxy)phenyl)sulfonamido)cyclopropyl)piperidine-1-carboxylate C(C)(C)(C)OC(=O)N1CCC(CC1)C1C(C1)NS(=O)(=O)C1=CC=C(C=C1)OC(F)(F)F.N(=[N+]=[N-])C(CCO[Si](C)(C)C(C)(C)C)CC(F)(F)F